[2H3]methyl benzenesulfonate C1(=CC=CC=C1)S(=O)(=O)OC([2H])([2H])[2H]